N1=C(NC2=C1C=CC=C2)CN(CC=2NC1=C(N2)C=CC=C1)CC1=CC(=CC=C1)CN(CC=1NC2=C(N1)C=CC=C2)CC=2NC1=C(N2)C=CC=C1 1,3-Bis-(bis-(2-benzimidazolylmethyl)aminomethyl)-benzol